(tert-Butoxycarbonyl)(methyl)Ammonia C(C)(C)(C)OC(=O)NC